C(CCCCCCCCCCC)(=O)N(CCC(=O)[O-])C N-lauroyl-N-methyl-β-alaninate